but-2-yn-1-yl 2-oxopropanoate O=C(C(=O)OCC#CC)C